C[SiH2]C1(C=CC(=C1)[SiH2]C)[SiH2]C 2,2,4-trimethylsilylcyclopentadiene